[N+](=O)([O-])C1=C(C(=O)O)C=C(C(=C1Cl)O)Cl 2-nitro-3,5-dichloro-4-hydroxybenzoic acid